tert-Butyl 4-[3-[[2-chloro-4-[(3-iodoimidazo[1,2-a]pyrazin-8-yl)amino]benzoyl]amino]propylcarbamoyl]piperidine-1-carboxylate ClC1=C(C(=O)NCCCNC(=O)C2CCN(CC2)C(=O)OC(C)(C)C)C=CC(=C1)NC=1C=2N(C=CN1)C(=CN2)I